[Br-].C(C1=CC=CC=C1)[N+]1=CC=C2C(=CC(NC2=C1)=O)C 7-benzyl-4-methyl-2-oxo-1,2-dihydro-1,7-naphthyridin-7-ium bromide